C(=O)(OC(C)(C)C)N[C@H](CCC)C(=O)O Boc-D-norvaline